1-(5-Fluoro-1H-pyrrolo[2,3-b]pyridin-6-yl)-7-methoxy-3-methyl-8-(1-methyl-1H-pyrazol-4-yl)-1,3-dihydroimidazo[4,5-c]quinolin-2-one FC=1C=C2C(=NC1N1C(N(C=3C=NC=4C=C(C(=CC4C31)C=3C=NN(C3)C)OC)C)=O)NC=C2